N-cyclopropyl-2-fluoro-5-(4-(6-(4-fluoro-1-methylpiperidin-4-yl)-7-methoxyimidazo[1,2-a]pyridin-3-yl)-1H-imidazol-1-yl)-4-methylbenzamide C1(CC1)NC(C1=C(C=C(C(=C1)N1C=NC(=C1)C1=CN=C2N1C=C(C(=C2)OC)C2(CCN(CC2)C)F)C)F)=O